tridecandiamine C(CCCCCCCCCCCC)(N)N